BrC=1C=CC2=C(N(C(=N2)S(=O)(=O)C)C2=NN=NN2C)C1 6-bromo-1-(1-methyl-1H-tetrazol-5-yl)-2-(methylsulfonyl)-1H-benzo[d]imidazole